dicyanonitrosomethane C(#N)C(N=O)C#N